1-(4-(1-(2-(benzyloxy)-3,5-difluorophenyl)-3,3-diethyl-4-oxoazetidin-2-yl)-2-fluoro-5-methoxyphenyl)piperidine-4-carbaldehyde C(C1=CC=CC=C1)OC1=C(C=C(C=C1F)F)N1C(C(C1=O)(CC)CC)C1=CC(=C(C=C1OC)N1CCC(CC1)C=O)F